2-(5-{[9-chloro-7-(5-fluoroindol-1-yl)-3,5-dihydro-2H-1,4-benzoxazepin-4-yl]methyl}pyrimidin-2-yl)acetonitrile ClC1=CC(=CC=2CN(CCOC21)CC=2C=NC(=NC2)CC#N)N2C=CC1=CC(=CC=C21)F